diacetoxymanganese C(C)(=O)O[Mn]OC(C)=O